BrC1=CC(=C(C=C1)N1N=C2N=C(N=C(C2=C1)OC)N1CCOCC1)C 4-(2-(4-bromo-2-methylphenyl)-4-methoxy-2H-pyrazolo[3,4-d]pyrimidine-6-yl)morpholine